N-(2-(((1R,4R)-4-methoxycyclohexyl)amino)-8-(4-(morpholine-4-carbonyl)phenyl)pyrido[4,3-d]pyrimidin-5-yl)benzamide COC1CCC(CC1)NC=1N=CC2=C(N1)C(=CN=C2NC(C2=CC=CC=C2)=O)C2=CC=C(C=C2)C(=O)N2CCOCC2